FC(C(=O)[O-])(F)F.S(N)(=O)(=O)CNCCC1C[NH2+]C1 3-(2-sulfamoylmethylaminoethyl)azetidinium trifluoroacetate